1-(2-chlorophenyl)-6-methyl-4-(methylamino)thieno[3,2-d]pyrimidin-2(1H)-one ClC1=C(C=CC=C1)N1C(N=C(C2=C1C=C(S2)C)NC)=O